5-ethynyl-6-fluoro-4-(8-fluoro-2-(((2R,7aS)-2-methoxytetrahydro-1H-pyrrolizin-7a(5H)-yl)methoxy)-4-(1,4-oxazepan-4-yl)pyrido[4,3-d]pyrimidin-7-yl)naphthalen-2-ol C(#C)C1=C2C(=CC(=CC2=CC=C1F)O)C1=C(C=2N=C(N=C(C2C=N1)N1CCOCCC1)OC[C@]12CCCN2C[C@@H](C1)OC)F